8-methyl-7-(3-(3-methylpyridin-2-yl)-7,8-dihydro-1,6-naphthyridin-6(5H)-yl)-4H-pyrimido[1,2-b]pyridazin-4-one CC1=CC=2N(N=C1N1CC=3C=C(C=NC3CC1)C1=NC=CC=C1C)C(C=CN2)=O